C(C)(=O)O.C(C)N(C1=CC=C2C=C(C(OC2=C1)=O)C(C=CC1=CC=C(C=C1)C1=CC=C(C=C1)C(=O)O)=O)CC 4'-(3-(7-diethylaminocoumarin-3-yl)-3-oxopropene-1-yl)biphenyl-4-carboxylic acid acetate